O[C@H]1CC[C@@]2([C@H]3CC[C@@]4([C@H](CC[C@H]4[C@@H]3CC=C2C1)[C@@H](CCC(=O)OC(C)C)C)C)C Isopropyl (R)-4-((3S,8S,9S,10R,13R,14S,17R)-3-hydroxy-10,13-dimethyl-2,3,4,7,8,9,10,11,12,13,14,15,16,17-tetradecahydro-1H-cyclopenta[a]phenanthren-17-yl)pentanoate